COC([C@H](C[C@H]1C(NCC1)=O)NC([C@H](CC(C)C)NC(=O)OC1CCN(C2=CC=CC=C12)C(=O)OCCCC)=O)=O butyl 4-((((S)-1-(((S)-1-methoxy-1-oxo-3-((S)-2-oxopyrrolidin-3-yl)propan-2-yl)amino)-4-methyl-1-oxopentan-2-yl)carbamoyl)oxy)-3,4-dihydroquinoline-1(2H)-carboxylate